N-(1,2-dimyristoxyoxyprop-3-yl)-N,N-dimethyl-N-hydroxyethyl-ammonium bromide [Br-].C(CCCCCCCCCCCCC)OOCC(C[N+](CCO)(C)C)OOCCCCCCCCCCCCCC